2-aminobutanoate NC(C(=O)[O-])CC